ClC=1C=CC=C2C(C(N(C12)C1=CC=C(C=C1)C[C@@H](C(=O)O)NC(C1=C(C=CC=C1F)Cl)=O)=O)(C)C (S)-3-(4-(7-chloro-3,3-dimethyl-2-oxoindolin-1-yl)phenyl)-2-(2-chloro-6-fluorobenzamido)propionic acid